3-(4,6-difluoro-5-(4-hydroxy-1-(2-(trifluoromethyl)benzyl)piperidin-4-yl)-1-oxoisoindolin-2-yl)piperidine-2,6-dione FC1=C2CN(C(C2=CC(=C1C1(CCN(CC1)CC1=C(C=CC=C1)C(F)(F)F)O)F)=O)C1C(NC(CC1)=O)=O